BrC1=C(C=CC(=C1)C(F)(F)F)C1=NC=2CCN(C(C2C=C1)=O)C=1C=CC(=C(C1)NS(=O)(=O)C)O N-(5-(2-(2-bromo-4-(trifluoromethyl)phenyl)-5-oxo-7,8-dihydro-1,6-naphthyridin-6(5H)-yl)-2-hydroxyphenyl)methanesulfonamide